N-(4-cyano-2-fluoro-phenyl)-5-(3,4-difluorophenyl)-1H-pyrrole-3-sulfonamide C(#N)C1=CC(=C(C=C1)NS(=O)(=O)C1=CNC(=C1)C1=CC(=C(C=C1)F)F)F